(S)-N-(2-amino-2-oxoethyl)-2-(2-aminoacetylamino)-3-phenylpropionamide NC(CNC([C@H](CC1=CC=CC=C1)NC(CN)=O)=O)=O